N-[5-[2-methyl-4-[[(2R)-1-(trideuteriomethyl)azetidin-2-yl]methoxy]pyrazol-3-yl]pyrazolo[1,5-a]pyridin-2-yl]cyclopropanecarboxamide CN1N=CC(=C1C1=CC=2N(C=C1)N=C(C2)NC(=O)C2CC2)OC[C@@H]2N(CC2)C([2H])([2H])[2H]